5-((6-Chloroindolin-1-yl)sulfonyl)-4-methylisoquinolin-1-ol ClC1=CC=C2CCN(C2=C1)S(=O)(=O)C1=C2C(=CN=C(C2=CC=C1)O)C